(5-(5-(2,2-difluoroethoxy)benzo[d]oxazol-2-yl)-8-(methylamino)-2,7-naphthyridin-3-yl)cyclopropanecarboxamide FC(COC=1C=CC2=C(N=C(O2)C2=C3C=C(N=CC3=C(N=C2)NC)C2(CC2)C(=O)N)C1)F